{4-amino-2-[3-chloro-4-(trifluoromethoxy)anilino]-1,3-thiazol-5-yl}[6-(difluoromethoxy)pyridin-3-yl]methanone NC=1N=C(SC1C(=O)C=1C=NC(=CC1)OC(F)F)NC1=CC(=C(C=C1)OC(F)(F)F)Cl